NC1=NC=CC=C1C1=NC(=NC=C1)C1(CC(=CC=C1F)N)N 3-[4-(2-amino-3-pyridyl)pyrimidin-2-yl]-4-fluoro-benzene-1,3-diamine